C(CCCCCCCCCCCC=CCC=CCCCCCCC)(=O)O tetracosa-13,16-dienoic acid